3-(2-(Chloromethoxy)-2,2-diphenylacetoxy)spiro[bicyclo[3.2.1]octane-8,1'-pyrrolidin]-8-ium chloride [Cl-].ClCOC(C(=O)OC1CC2CCC(C1)[N+]21CCCC1)(C1=CC=CC=C1)C1=CC=CC=C1